tert-butyl (N-(2-((5-chloro-2-((4-(4-(dimethylamino)piperidin-1-yl)-2-methoxy phenyl)amino)pyrimidin-4-yl)amino)phenyl)sulfamoyl)carbamate ClC=1C(=NC(=NC1)NC1=C(C=C(C=C1)N1CCC(CC1)N(C)C)OC)NC1=C(C=CC=C1)NS(=O)(=O)NC(OC(C)(C)C)=O